O=S1(CCN(CC1)CC=1C=C(C(=O)NC2=CC=C(C=C2)C2=NC(=NN2)C2=CC(=CC=C2)OC=2SC=CN2)C=CC1)=O 3-[(1,1-Dioxo-1,4-thiazinan-4-yl)methyl]-N-[4-[3-[3-(1,3-thiazol-2-yloxy)phenyl]-1H-1,2,4-triazol-5-yl]phenyl]benzamide